[Cu]=O cupric oxide